CC(C)(C)[S@](=O)N=CC1=C(C=CC=C1)C (S)-2-methyl-N-[(2-methylphenyl)methylidene]propane-2-sulfinamide